5-[(3-Aminoazetidin-1-yl)methyl]-3-[4-[4-[6-chloro-4-(trifluoromethyl)-2-pyridyl]piperazin-1-yl]sulfonylphenyl]oxazolidin-2-one NC1CN(C1)CC1CN(C(O1)=O)C1=CC=C(C=C1)S(=O)(=O)N1CCN(CC1)C1=NC(=CC(=C1)C(F)(F)F)Cl